ClC1=C(CCl)C(=CN=C1)Cl 3,5-dichloroisonicotinyl chloride